N1(CCC1)C1=CC=CC(=N1)N1N=C2C(C=NC(=C2)CNC(=O)C=2C=C3[C@](COCC3=CC2)(C)C#N)=C1 (R)-N-((2-(6-(Azetidin-1-yl)pyridin-2-yl)-2H-pyrazolo[4,3-c]pyridin-6-yl)methyl)-4-cyano-4-methylisochromane-6-carboxamide